C12N(CCCNC2C1)C(=O)OC(C)(C)C tertbutyl 2,6-diazabicyclo[5.1.0]octane-2-carboxylate